O=C1NC(CCC1N1CC2=C(C=C(C=C2C1=O)C#N)S(=O)(=O)C)=O 2-(2,6-dioxopiperidin-3-yl)-7-(methylsulfonyl)-3-oxoisoindoline-5-carbonitrile